FC1=CC=C(CN2CCC(CC2)C2=CC=C3C(N(NC3=C2)N2C(CCCC2=O)=O)=O)C=C1 (6-(1-(4-fluorobenzyl)piperidin-4-yl)-3-oxo-1,3-dihydro-2H-indazol-2-yl)piperidine-2,6-dione